5-isopropoxy-N-((3-methyl-pyridin-2-yl)carbamothioyl)pyrazine-2-carboximidamide C(C)(C)OC=1N=CC(=NC1)C(NC(NC1=NC=CC=C1C)=S)=N